C12=CC=C(C=3C(=CC=C(C13)C(=O)O)C(=O)O)C(=O)OC2=O 1,4,5,8-naphthalenetetracarboxylic acid, 1,4-monoanhydride